ClC=1C=C(C(=O)NC2=NN(C(=C2)C2=NC3=C(N2)C=CC(=C3)F)CC3=CC=C(C=C3)OC)C=CC1OCCO 3-chloro-N-[5-(5-fluoro-1H-benzimidazol-2-yl)-1-[(4-methoxyphenyl)methyl]pyrazol-3-yl]-4-(2-hydroxyethoxy)benzamide